CN1CCC(CC1)C=1C=CC(=NC1)C1=NC=CC=N1 (5-(1-Methylpiperidin-4-yl)pyridin-2-yl)pyrimidin